ClC=1C=C(C(=O)N(C(C)C2=NC=NN2C2=NC=CC=N2)CC)C=C(C1)S(=O)(=O)C 3-chloro-N-ethyl-5-(methylsulfonyl)-N-{1-[1-(pyrimidin-2-yl)-1H-1,2,4-triazol-5-yl]Ethyl}benzamide